7-((1s,4s)-4-(2-Fluoro-6-methylphenyl)cyclohexyl)-3-methyl-5-((3-(trifluoromethyl)pyrazin-2-yl)methyl)pyrido[2,3-b]pyrazin-6(5H)-one FC1=C(C(=CC=C1)C)C1CCC(CC1)C1=CC=2C(=NC(=CN2)C)N(C1=O)CC1=NC=CN=C1C(F)(F)F